ClC1=CC2=C(N=C(S2)C(CC(CC2=C(C=CC(=C2)OC)S(=O)(=O)N)(C)C)CC)C=C1 (4-(6-Chlorobenzo[d]thiazol-2-yl)-2,2-dimethylhexyl)-4-methoxybenzenesulfonamide